C1(=CC=CC=C1)C1=NC(=NC(=N1)C1=CC=CC=C1)C1=C(C(=C(C(=C1N1C2=C(C3=CC=CC=C13)C=CN=C2)C2=NC=CC=C2)N2C1=C(C3=CC=CC=C23)C=CN=C1)N1C2=C(C3=CC=CC=C13)C=CN=C2)N2C1=C(C3=CC=CC=C23)C=CN=C1 9,9',9'',9'''-(4-(4,6-diphenyl-1,3,5-triazin-2-yl)-6-(pyridin-2-yl)benzene-1,2,3,5-tetrayl)tetrakis(9H-pyrido[3,4-b]indole)